F[C@@H]1CN2CC3(CC2(C1)CO)CC3 ((6'S)-6'-fluorodihydro-1'H,3'H-spiro[cyclopropan-1,2'-pyrrolizin]-7a'(5'H)-yl)methanol